COC1=CC2=C(C=C1C1=NN(C=C1)C)C=1N(N=C(C1CO2)C(=O)O)C2=CSC=C2 7-methoxy-8-(1-methyl-1H-pyrazol-3-yl)-1-(thiophen-3-yl)-1,4-dihydrobenzopyrano[4,3-c]pyrazole-3-carboxylic acid